ClC=1C(=NC=CC1SC=1C=CC=2C(=NC=C(N2)N2CCC(CCC2)(N)C)N1)C 1-(6-((3-chloro-2-methylpyridin-4-yl)thio)pyrido[2,3-b]pyrazin-2-yl)-4-methylazepan-4-amine